CC(C[SiH2]CC(C)C)C di(2-methylpropyl)silane